C1=C(C=CC2=CC=CC=C12)S(=O)(=O)O.C1(CC1)N1C=C(C(C2=CC(=C(C(=C12)F)C=1C=C2CCN(C2=CC1)CC=1C(=NC(=NC1)N)N)F)=O)C(=O)OCC Ethyl 1-cyclopropyl-7-(1-((2,4-diaminopyrimidin-5-yl)methyl)indolin-5-yl)-6,8-difluoro-4-oxo-1,4-dihydroquinoline-3-carboxylate naphthalene-2-sulfonate